N=1SN=C2C1C=CC(=C2)OC2=C(C=C(C=C2)NC(C2=C(C=CC(=C2)Cl)O)=O)Cl N-{4-[(2,1,3-benzothiadiazol-5-yl)oxy]-3-chlorophenyl}-5-chloro-2-hydroxybenzoamide